4-Carbamoyl-4-(4-chlorophenyl)piperidine-1-carboxylic acid tert-butyl ester C(C)(C)(C)OC(=O)N1CCC(CC1)(C1=CC=C(C=C1)Cl)C(N)=O